1-[(1S,5S)-2,6-Diazabicyclo[3.2.0]heptan-2-yl]ethan-1-one TFA salt OC(=O)C(F)(F)F.[C@H]12N(CC[C@@H]2NC1)C(C)=O